ClC1=NC(=C(C2=C1SC=C2OC)C=O)C 7-chloro-3-methoxy-5-methylthieno[2,3-c]pyridine-4-carbaldehyde